FC(S(=O)(=O)OC=1CCOC(C1)C)(F)F 6-methyl-3,6-dihydro-2H-pyran-4-yl trifluoromethanesulfonate